N-(2-(bis(2-aminoethyl)amino)ethyl)methacrylamide NCCN(CCNC(C(=C)C)=O)CCN